COC1=C2C(NC(=NC2=CC(=C1)OC)C1=CC=C(C=C1)N1CCC(CC1)N1CCN(CC1)CC=1C=C2CN(C(C2=CC1F)=O)C1C(NC(CC1)=O)=O)=O 3-(5-((4-(1-(4-(5,7-dimethoxy-4-oxo-3,4-dihydroquinazolin-2-yl)phenyl)piperidin-4-yl)piperazin-1-yl)methyl)-6-fluoro-1-oxoisoindolin-2-yl)piperidine-2,6-dione